C(#N)C1=CC=C(C=C1)C=1C=C2C(=CNC2=CC1C1=CC=C(C=C1)C)C(=O)NCC1CCNCC1 5-(4-cyanophenyl)-N-(piperidin-4-ylmethyl)-6-(p-tolyl)-1H-indole-3-carboxamide